azidopent-1-yne N(=[N+]=[N-])C#CCCC